4-(4-chloroquinolin-6-yl)-3-fluoro-N,N-dimethylbenzamide ClC1=CC=NC2=CC=C(C=C12)C1=C(C=C(C(=O)N(C)C)C=C1)F